2,2,2-Trifluoroethyl 2-oxo-2-[rac-(2R,5S)-2-(5-fluoro-3-pyridyl)-5-methyl-1-piperidyl]acetate O=C(C(=O)OCC(F)(F)F)N1[C@H](CC[C@@H](C1)C)C=1C=NC=C(C1)F |r|